C(CCCCCCC)OC(CCCCCCCCCCC\C=C/CCO)OCCCCCCCC (3Z)-16,16-dioctyloxy-3-hexadecen-1-ol